3-(4-(5-(1H-pyrazol-1-yl)pent-1-yn-1-yl)-1-oxoisoindolin-2-yl)piperidine-2,6-dione N1(N=CC=C1)CCCC#CC1=C2CN(C(C2=CC=C1)=O)C1C(NC(CC1)=O)=O